N-[6-[5-(1-cyano-1-methyl-ethyl)pyridin-2-yl]thiazolo[4,5-b]pyrazin-2-yl]-4-(5-methoxy-2-methylpyridine-4-yl)-6-methyl-pyridine-3-carboxamide C(#N)C(C)(C)C=1C=CC(=NC1)C=1N=C2C(=NC1)N=C(S2)NC(=O)C=2C=NC(=CC2C2=CC(=NC=C2OC)C)C